COCCO[C@H]1[C@@H](O[C@@H]([C@H]1O)CO)N1C(=O)N=C(N)C(=C1)C [2'-O-(2-methoxyethyl)]5-methyl-cytidine